2-(5'-methyl-2'-hydroxyphenyl)benzotriazole CC=1C=CC(=C(C1)N1N=C2C(=N1)C=CC=C2)O